Cl[Mo](Cl)(Cl)(Cl)=O Tetrachloromolybdenum monoxide